(R)-7-fluoro-2-methyl-4-((1-(3-nitro-5-(trifluoromethyl) phenyl) ethyl) amino)-1-oxo-1,2-dihydrophthalazin-6-yl trifluoromethanesulfonate FC(S(=O)(=O)OC=1C=C2C(=NN(C(C2=CC1F)=O)C)N[C@H](C)C1=CC(=CC(=C1)C(F)(F)F)[N+](=O)[O-])(F)F